(E)-4-((2-Isonicotinoylhydrazono)methyl)-N-(4-methoxyphenyl)benzamide C(C1=CC=NC=C1)(=O)N\N=C\C1=CC=C(C(=O)NC2=CC=C(C=C2)OC)C=C1